FC(S(=O)(=O)OCC(C)C)(F)F 2-methylpropyl trifluoromethanesulfonate